3-(o-tolyl)propan-2-yn-1-ol C1(=C(C=CC=C1)C#CCO)C